6-hydrazinyl-1-tosyl-1H-indazole N(N)C1=CC=C2C=NN(C2=C1)S(=O)(=O)C1=CC=C(C)C=C1